N1CNC2CN=CC=C21 Tetrahydro-imidazo[4,5-c]pyridine